Benzyl ((3R,5S)-5-((difluoromethoxy) methyl) pyrrolidin-3-yl)carboxylate FC(OC[C@@H]1C[C@H](CN1)C(=O)OCC1=CC=CC=C1)F